ethyl 4-chloro-8-oxo-1,3,5,11-tetrazatetracyclo[8.7.0.02,7.012,17]heptadeca-2(7),3,5,9,12(17),13,15-heptaene-9-carboxylate ClC1=NC=2N3C=4C=CC=CC4NC3=C(C(C2C=N1)=O)C(=O)OCC